N-(3-methyl-5-(2-morpholinopyridin-4-yl)phenyl)cinnamamide CC=1C=C(C=C(C1)C1=CC(=NC=C1)N1CCOCC1)NC(C=CC1=CC=CC=C1)=O